C1(CC1)C1=C(CN2C(N(C(C=3C2=NN(C3)C)C)C3CCN(CC3)C=3C(=NC=CC3C)OC)=O)C=CC=C1 7-(2-Cyclopropyl-benzyl)-5-(2'-methoxy-4'-methyl-3,4,5,6-tetrahydro-2H-[1,3']bipyridinyl-4-yl)-2,4-dimethyl-2,4,5,7-tetrahydro-pyrazolo[3,4-d]pyrimidin-6-one